O1C=C(C=C1)C(=O)NC1=CC=C2C(=N1)C(=CN2)C2CCN1CCCCC1CC2 5-(3-furoyl)amino-3-(1-azabicyclo[5.4.0]undecan-4-yl)pyrrolo[3,2-b]pyridine